5-(2-chloropyrimidin-4-yl)-7-fluoro-3-isopropyl-2-methyl-2H-indazole ClC1=NC=CC(=N1)C1=CC2=C(N(N=C2C(=C1)F)C)C(C)C